1-Phenylsulfonyl-2-trifluoromethylbenzene C1(=CC=CC=C1)S(=O)(=O)C1=C(C=CC=C1)C(F)(F)F